2-(2-((6-chlorohexyl)oxy)ethoxy)-N-methylethan-1-amine trifluoroacetate FC(C(=O)O)(F)F.ClCCCCCCOCCOCCNC